C(C1=CC=CC=C1)N1CC(C(CC1)=O)COC1CCC(CC1)C1=CC=CC=C1 1-benzyl-3-[[(4-phenylcyclohexyl)oxy]methyl]piperidin-4-one